Methyl 2,3,3a,8b-tetrahydro-2-hydroxy-1-(3-hydroxy-4-methyl-1-octen-6-ynyl)-1H-cyclopenta[b]benzofuran-5-butanoate OC1C(C2C(OC3=C2C=CC=C3CCCC(=O)OC)C1)C=CC(C(CC#CC)C)O